1-[6,7-Dimethyl-4-(methylamino)-1,3-dihydro-2H-pyrrolo[3,4-c]pyridin-2-yl]-2-{1-[2-(trifluoromethyl)pyridin-4-yl]azetidin-3-yl}ethanon CC1=C(C2=C(C(=N1)NC)CN(C2)C(CC2CN(C2)C2=CC(=NC=C2)C(F)(F)F)=O)C